CC(=O)C1=CN(C2=NC=CC(=C21)N[C@H]2CNCC2)C2=C(C=C(C=C2)OC2=CC=CC=C2)Cl (R)-(2-Chloro-4-phenoxyphenyl)(4-(pyrrolidin-3-ylamino)-1H-pyrrolo[2,3-b]pyridin-3-yl) Methyl ketone